Azepane-2,5-dione N1C(CCC(CC1)=O)=O